(1R,2R)-1-((2R,3R,4S,6R)-3-(2-acetoxyacetamido)-6-((6-(tert-butoxy)-6-oxohexyl)oxy)-6-(methoxycarbonyl)-4-(prop-2-yn-1-yloxy)tetrahydro-2H-pyran-2-yl)-3-azidopropane-1,2-diyl diacetate C(C)(=O)O[C@H]([C@@H](CN=[N+]=[N-])OC(C)=O)[C@@H]1O[C@](C[C@@H]([C@H]1NC(COC(C)=O)=O)OCC#C)(C(=O)OC)OCCCCCC(=O)OC(C)(C)C